C(C1=CC=CC=C1)(C1=CC=CC=C1)(C1=CC=CC=C1)N1C=NC(=C1)CCC(=O)O 3-(1-trityl-1H-imidazol-4-yl)propanoic acid